2-chloro-N-cyclopropyl-5-(1-(2,6-dichloro-4-(perfluoropropane-2-yl)phenyl)-1H-pyrazol-4-yl)-N-(1,3-dioxan-5-yl)nicotinamide ClC1=C(C(=O)N(C2COCOC2)C2CC2)C=C(C=N1)C=1C=NN(C1)C1=C(C=C(C=C1Cl)C(C(F)(F)F)(C(F)(F)F)F)Cl